6-bromo-3-hydroxy-3-(trifluoromethyl)-2-benzofuran-1-one BrC=1C=CC2=C(C(OC2(C(F)(F)F)O)=O)C1